3-(naphthalene-2-oxy)acrylic acid propyl ester C(CC)OC(C=COC1=CC2=CC=CC=C2C=C1)=O